(4aR,8aS)-6-[3-[(E)-2-Fluoro-2-(3-fluoro-4-methyl-phenyl)vinyl]azetidine-1-carbonyl]-4,4a,5,7,8,8a-hexahydropyrido[4,3-b][1,4]oxazin-3-one F/C(=C/C1CN(C1)C(=O)N1C[C@@H]2[C@@H](OCC(N2)=O)CC1)/C1=CC(=C(C=C1)C)F